5-(Trifluoromethyl)-2,3-dihydro-1,4-benzoxathiin-4,4-dioxid FC(C1=CC=CC2=C1S(CCO2)(=O)=O)(F)F